FC1(OC2=C(O1)C=C(C(=C2)C(=O)NC2=CC(=C(C=C2)F)C(F)(F)F)NC(C2=C(C=CC(=C2)C#CC(C)(C)O)OC)=O)F 2,2-difluoro-N-(4-fluoro-3-(trifluoromethyl)phenyl)-6-(5-(3-hydroxy-3-methylbut-1-yn-1-yl)-2-methoxybenzamido)benzo[d][1,3]dioxole-5-carboxamide